CNC(C1=NC(=C(C=C1)N1CCN(CC1)CC1=CC(=NC=C1)NC(=O)C1NCCC1)C)=O N,6-dimethyl-5-(4-((2-(pyrrolidine-2-carboxamido)pyridin-4-yl)methyl)piperazin-1-yl)picolinamide